2-diazo-5,6-dimethoxy-1H-indene-1,3(2H)-dione [N+](=[N-])=C1C(C2=CC(=C(C=C2C1=O)OC)OC)=O